4-methyl-Octan CC(CCC)CCCC